C(C1=CC=CC=C1)SC=1C=C(C=CC1)C(=O)N1CC2(C3=CC(=CC=C13)Br)CCC1(CC2)CC1 (3-(benzylthio)phenyl)(5''-bromodispiro[cyclopropane-1,1'-cyclohexane-4',3''-indoline]-1''-yl)methanone